C(C)(C)(C)C1=CC=C(C=C1)N(C(=O)[C@@H]1N(CCC1)C#N)C(C(=O)NCC(=O)N1CCOCC1)C=1C=NC=CC1 (2R)-N-(4-(tert-butyl)phenyl)-1-cyano-N-(2-((2-morpholino-2-oxoethyl)amino)-2-oxo-1-(pyridin-3-yl)ethyl)pyrrolidine-2-carboxamide